tert-Butyl 2,6-diazaspiro[3.3]heptane-2-carboxylate hydrochloride Cl.C1N(CC12CNC2)C(=O)OC(C)(C)C